CC=1CC(N(N1)C1=C(C=CC=C1)Cl)=O 5-methyl-2-(2-chlorophenyl)-2,4-dihydropyrazol-3-one